(3R)-1-[(5,6-dimethoxypyridin-3-yl)methyl]-3-(2-isopropoxyphenyl)piperazine COC=1C=C(C=NC1OC)CN1C[C@H](NCC1)C1=C(C=CC=C1)OC(C)C